5-(1-cyclopentyl-4-(4-isopropylphenyl)-1H-imidazol-5-yl)-N-(3-fluoropyridin-4-yl)furan-2-carboxamide C1(CCCC1)N1C=NC(=C1C1=CC=C(O1)C(=O)NC1=C(C=NC=C1)F)C1=CC=C(C=C1)C(C)C